1-(4-(morpholinomethyl)phenyl)-3-phenyl-1H-pyrrole-2,5-dione O1CCN(CC1)CC1=CC=C(C=C1)N1C(C(=CC1=O)C1=CC=CC=C1)=O